C(=O)O.C(=O)O.CN(CCN(C1=CC=C(NC=2C(=NC(=C(N2)NC)C=2C3=C(C=NC2)N(C=N3)C)C(=O)N)C=C1)C)C 3-[4-[2-(dimethylamino)ethyl-methyl-amino]anilino]-5-(methylamino)-6-(3-methylimidazo[4,5-c]pyridin-7-yl)pyrazine-2-carboxamide bis-formate salt